1-(difluoromethyl)-4-(tributylstannyl)-1H-imidazole FC(N1C=NC(=C1)[Sn](CCCC)(CCCC)CCCC)F